ClC=1C=CC(=C(C1)C1=C(C=NC(=C1)C)C(=O)O)OC1CC1 4-(5-chloro-2-cyclopropoxyphenyl)-6-methyl-pyridine-3-carboxylic acid